COC1=C(C=CC=C1)C1(CCCC=2N=C3N(C=C(C=C3)C=3C=NC(=NC3)N3CCOCC3)C21)O 9-(2-methoxyphenyl)-2-(2-morpholinylpyrimidin-5-yl)-6,7,8,9-tetrahydrobenzo[4,5]imidazo[1,2-a]pyridin-9-ol